N-(4-(4-amino-1-(tert-butyl)-7-oxo-6,7-dihydro-1H-pyrazolo[3,4-d]pyridazin-3-yl)benzyl)-5-fluoro-2-methoxybenzamide NC=1C2=C(C(NN1)=O)N(N=C2C2=CC=C(CNC(C1=C(C=CC(=C1)F)OC)=O)C=C2)C(C)(C)C